(S)-N'-(((S)-1-methoxy-1,2,3,5,6,7-hexahydro-s-indacen-4-yl)carbamoyl)-6,6-dimethyl-6,7-dihydro-5H-pyrazolo[5,1-b][1,3]oxazine-3-sulfonimidamide CO[C@H]1CCC2=C(C=3CCCC3C=C12)NC(=O)N=[S@@](=O)(N)C=1C=NN2C1OCC(C2)(C)C